N1C=CC=2C1=NC=C(C2)C=2N=NN(C2)CC2=CC=C(C=N2)C=2OC(=NN2)C(F)F 2-(6-((4-(1H-pyrrolo[2,3-b]pyridin-5-yl)-1H-1,2,3-triazol-1-yl)methyl)pyridin-3-yl)-5-(difluoromethyl)-1,3,4-oxadiazole